C(C=C)(=O)N1C(CC(CC1)N1C=NC=2C(=NC=3C(=C(C(=CC3C21)Cl)C2=CC(=CC1=CC=CC=C21)O)F)OCC2N(CCC2)C)CC#N 2-(1-acryloyl-4-(8-chloro-6-fluoro-7-(3-hydroxynaphthalen-1-yl)-4-((1-methylpyrrolidin-2-yl)methoxy)-1H-imidazo[4,5-c]quinolin-1-yl)piperidin-2-yl)acetonitrile